FC1=C(C(=O)N[C@H](C(=O)O)CC2=CC=C(C=C2)N2C(N(C3=C(C2=O)CCC3)C)=O)C(=CC(=C1)N1[C@H](COCC1)C(F)(F)F)C (S)-2-(2-fluoro-6-methyl-4-((R)-3-(trifluoromethyl)morpholino)benzamido)-3-(4-(1-methyl-2,4-dioxo-1,2,4,5,6,7-hexahydro-3H-cyclopenta[d]pyrimidin-3-yl)phenyl)propanoic acid